CC1(CC(C(=O)O1)CCOS(=O)(=O)C2=CC=C(C=C2)OC)C The molecule is a butan-4-olide having a 2-[(4-methoxyphenylsulfonyl)oxy]ethyl group at the 3-position and two methyl substituents at the 5-position. It is a butan-4-olide and an arenesulfonate ester.